(S)-1'-(6-((2-Amino-3-chloropyridin-4-yl)thio)-1,2,4-triazin-3-yl)-1,3-dihydrospiro[indene-2,4'-piperidin]-1-amine tartrate C(=O)(O)C(O)C(O)C(=O)O.NC1=NC=CC(=C1Cl)SC1=CN=C(N=N1)N1CCC2(CC1)[C@@H](C1=CC=CC=C1C2)N